ClC1=C2C(=NC=C1C=1C=C(C=CC1)N1C(CN(CC1)C(=O)OC1CCN(CC1)CCC=1C=C3C(N(C(C3=CC1)=O)C1C(NC(CC1)=O)=O)=O)=O)NC=C2C2CC2 1-(2-(2-(2,6-dioxopiperidin-3-yl)-1,3-dioxoisoindolin-5-yl)ethyl)piperidin-4-yl 4-(3-(4-chloro-3-cyclopropyl-1H-pyrrolo[2,3-b]pyridin-5-yl)phenyl)-3-oxopiperazine-1-carboxylate